2-(2,6-dioxopiperidin-3-yl)-5-[3-[2-(piperidin-4-yl)ethoxy]azetidin-1-yl]isoindole-1,3-dione hydrochloride Cl.O=C1NC(CCC1N1C(C2=CC=C(C=C2C1=O)N1CC(C1)OCCC1CCNCC1)=O)=O